N-(4-cyano-2,5-difluorophenyl)-5-[5-(trifluoromethyl)-1,3-thiazol-2-yl]-1H-pyrrole-3-sulfonamide C(#N)C1=CC(=C(C=C1F)NS(=O)(=O)C1=CNC(=C1)C=1SC(=CN1)C(F)(F)F)F